sodium-manganese-sodium phosphate P(=O)([O-])([O-])[O-].[Na+].[Mn+2].[Na+]